O1C=C(C2=C1C=CC=C2)C(=O)N 1-benzofuran-3-carboxamide